CC1=CC=2N(C=C1NC1=NC3=C4N(C(N(C4=N1)C1CCN(CC1)C)=O)CCC3)N=CN2 2-((7-Methyl-[1,2,4]triazolo[1,5-a]pyridin-6-yl)amino)-4-(1-methylpiperidin-4-yl)-8,9-dihydro-7H-pyrido[1,2,3-gh]purin-5(4H)-one